COC(=O)C=1C(=CC=CC1)C1=CC(=CC(=C1)OCC1=NC=CC=C1C)C1OCCO1 3'-(1,3-Dioxolan-2-yl)-5'-((3-methylpyridin-2-yl)methoxy)-[1,1'-biphenyl]-2-carboxylic acid methyl ester